N=1C=CN2C1N=CC(=C2)C=2C=CN1N=C(N=C(C12)OC)N[C@@H]1CC[C@@H](CC1)OC(F)(F)F 5-(imidazo[1,2-a]pyrimidin-6-yl)-4-methoxy-N-(cis-4-(trifluoromethoxy)cyclohexyl)pyrrolo[2,1-f][1,2,4]triazin-2-amine